1-(4-(4-(5-(6-chloro-2,3-difluorophenyl)-4,5-dihydroisoxazol-3-yl)thiazol-2-yl)piperidin-1-yl)-2-((6-(trifluoromethyl)pyrazin-2-yl)oxy)ethan-1-one ClC1=CC=C(C(=C1C1CC(=NO1)C=1N=C(SC1)C1CCN(CC1)C(COC1=NC(=CN=C1)C(F)(F)F)=O)F)F